6-(1-methylpyrazolo[4,3-b]pyridin-6-yl)-4-(1-phenylethylamino)quinoline-3-carbonitrile CN1N=CC2=NC=C(C=C21)C=2C=C1C(=C(C=NC1=CC2)C#N)NC(C)C2=CC=CC=C2